C(C)(C)(C)OC(=O)N[C@@H](CSC1(C=CC(CC1)C(C)C)C)C(=O)OCC ethyl N-(tert-butoxycarbonyl)-S-(4-isopropyl-1-methylcyclohex-2-en-1-yl)cysteinate